2,6-Diphenylpyrazine C1(=CC=CC=C1)C1=NC(=CN=C1)C1=CC=CC=C1